(((trifluoromethyl)sulphonyl)oxy)-3,4-dihydro-2H-pyridine FC(S(=O)(=O)OC1NC=CCC1)(F)F